ClC1=C(C(=CC=C1)F)S(=O)(=O)NC1[C@@H]2CN(C[C@H]12)C1=NC=C(C=C1)C=1C=2N(C=C(C1)OCC(C)(C)O)N=CC2C#N 2-chloro-N-((1R,5S,6s)-3-(5-(3-cyano-6-(2-hydroxy-2-methylpropyloxy)pyrazolo[1,5-a]pyridin-4-yl)pyridin-2-yl)-3-azabicyclo[3.1.0]hexane-6-yl)-6-fluorobenzenesulfonamide